Cl.FC1=C(C=CC=C1)C1=NNC(=C1)NC=1N=C(C2=C(N1)C1=C(O2)N=CC=C1)N1CCOCC1 N-(3-(2-fluorophenyl)-1H-pyrazol-5-yl)-4-morpholinopyrido[3',2':4,5]furo[3,2-d]pyrimidin-2-amine hydrochloride